4-(3-azidoazetidin-1-yl)-2-(2,6-dioxopiperidin-3-yl)isoindoline-1,3-dione N(=[N+]=[N-])C1CN(C1)C1=C2C(N(C(C2=CC=C1)=O)C1C(NC(CC1)=O)=O)=O